4-(benzyloxy)-1-isopropylcyclohexanol C(C1=CC=CC=C1)OC1CCC(CC1)(O)C(C)C